(R)-5-phenyl-5,6,7,8-tetrahydro-[1,2,4]triazolo[4,3-a]pyridin-3(2H)-one C1(=CC=CC=C1)[C@H]1CCCC=2N1C(NN2)=O